N-(4-((2-(1,1-difluoroethyl)pyrimidin-4-yl)amino)-5-(6-(difluoromethoxy)pyridazin-3-yl)pyridin-2-yl)acetamide FC(C)(F)C1=NC=CC(=N1)NC1=CC(=NC=C1C=1N=NC(=CC1)OC(F)F)NC(C)=O